1-(5-bromo-4-fluoro-2-hydroxyphenyl)propan-1-one BrC=1C(=CC(=C(C1)C(CC)=O)O)F